2-(2,3-Dichlorobenzylidene)hydrazinecarboximidamide ClC1=C(C=NNC(N)=N)C=CC=C1Cl